S(=O)(=O)(C1=CC=CC=2C(N(C)C)=CC=CC12)N dansylamine